OCC1=CC=C(C=C1)SSC1=CC=C(C=C1)CO bis(4-(hydroxymethyl) phenyl) disulfide